COC1=NC(=CC=C1NC(=O)C=1C(=NOC1C)C1=CC=CC=C1)C1=CC(=CC=C1)[N+](=O)[O-] N-[2-methoxy-6-(3-nitrophenyl)-3-pyridinyl]-5-methyl-3-phenyl-isoxazole-4-carboxamide